NC=1C=2N(C(=CN1)C)C(=NC2C2=C(C=C(C=C2)NC(C(O)C2=CC(=CC=C2)F)=O)OC(F)(F)F)C N-(4-(8-amino-3,5-dimethyl-imidazo[1,5-a]pyrazin-1-yl)-3-(trifluoromethoxy)phenyl)-2-(3-fluorophenyl)-2-hydroxyacetamide